ClC1=NN=C(C2=CC(=CC=C12)C(=O)Cl)Cl 1,4-dichloro-6-chlorocarbonyl-phthalazine